CC1=CC(=NN1C1=CC2=CC=CC=C2C=C1)OCCN1CCOCC1 4-[2-[[5-methyl-1-(2-naphthyl)-1H-pyrazol-3-yl]oxy]ethyl]morpholine